O1CCC(=CC1)C1=C(C(=NC(=N1)N(C)C1C[C@H]2CCC[C@@H](C1)N2S(=O)(=O)CC)NC2=NNC(=C2)C)F 6-(3,6-dihydro-2H-pyran-4-yl)-N2-((1R,3s,5S)-9-(ethylsulfonyl)-9-azabicyclo[3.3.1]nonan-3-yl)-5-fluoro-N2-methyl-N4-(5-methyl-1H-pyrazol-3-yl)pyrimidine-2,4-diamine